P(O)(=O)(OP(=O)(O)O)OC[C@@H]1[C@H]([C@H]([C@@H](O1)N1C=[N+](C=2C(=O)NC(N)=NC12)C)O)O N7-methyl-guanosine 5'-diphosphate